C(C)(C)(C)OC(NC1(CCN(CC1)C1=C(C=CC=C1CO)F)C)=O [1-(2-Fluoro-6-hydroxymethyl-phenyl)-4-methyl-piperidin-4-yl]-carbamic acid tert-butyl ester